(S)-N-(2-cyano-4,4,4-trifluorobutan-2-yl)-8-methoxy-N-methyl-9-(2-methyl-2H-tetrazol-5-yl)-1-(thiophen-2-yl)-5,6-dihydroimidazo[5,1-a]isoquinoline-3-carboxamide C(#N)[C@](C)(CC(F)(F)F)N(C(=O)C1=NC(=C2N1CCC1=CC(=C(C=C21)C=2N=NN(N2)C)OC)C=2SC=CC2)C